NC1=C(N=CC(=N1)N1CCC2(CC1)[C@@H](C1=C(SC(=C1)C(C)(C)C)C2)N)SC2=C(C(=NC=C2)N)Cl (S)-1'-(6-amino-5-((2-amino-3-chloropyridin-4-yl)thio)pyrazin-2-yl)-2-(tert-butyl)-4,6-dihydro-spiro[cyclopenta[b]thiophene-5,4'-piperidin]-4-amine